3-(((3-Aminobicyclo[1.1.1]pentan-1-yl)amino)methyl)-5-(3,5-dimethylisoxazol-4-yl)phenol hydrochloride Cl.NC12CC(C1)(C2)NCC=2C=C(C=C(C2)C=2C(=NOC2C)C)O